(S)-N1-benzyl-N2-(5-methyl-7-(3-morpholinoprop-1-yn-1-yl)-4-oxo-2,3,4,5-tetrahydrobenzo[b][1,4]oxazepin-3-yl)oxalamide C(C1=CC=CC=C1)NC(C(=O)N[C@@H]1C(N(C2=C(OC1)C=CC(=C2)C#CCN2CCOCC2)C)=O)=O